CN1C(N(C(C(=C1)B(O)O)=O)C)=O 1,3-DIMETHYLPYRIMIDINE-2,4-DIONE-5-BORONIC ACID